C(C)(=O)OCCC\C=C/CCCCC Cis-4-Decenyl Acetate